CCCCC/C=C\\C/C=C\\C/C=C\\C/C=C\\CCCCCCCCCCCCCCCCCCCC(=O)SCCNC(=O)CCNC(=O)[C@@H](C(C)(C)COP(=O)([O-])OP(=O)([O-])OC[C@@H]1[C@H]([C@H]([C@@H](O1)N2C=NC3=C(N=CN=C32)N)O)OP(=O)([O-])[O-])O The molecule is a polyunsaturated fatty acyl-CoA(4-) arising from deprotonation of the phosphate and diphosphate functions of (21Z,24Z,27Z,30Z)-hexatriacontatetraenoyl-CoA. It is a polyunsaturated fatty acyl-CoA(4-), a very long-chain acyl-CoA(4-) and a 3-substituted propionyl-CoA(4-). It is a conjugate base of a (21Z,24Z,27Z,30Z)-hexatriacontatetraenoyl-CoA.